C(C)N(C/C=C/C(=O)N1CC=2N(CC1)N=C(C2C2=CC=NC=C2)C2=CC=C(C=C2)F)CC (2E)-4-(diethylamino)-1-[2-(4-fluorophenyl)-3-(pyridin-4-yl)-6,7-dihydropyrazolo[1,5-a]pyrazin-5(4H)-yl]but-2-en-1-one